C1(CC1)[C@@H]1CN([C@H](CO1)C1=CC=C(C=C1)B1OC(C(O1)(C)C)(C)C)C(=O)OC(C)(C)C |r| rac-tert-Butyl (2R,5S)-2-cyclopropyl-5-(4-(4,4,5,5-tetramethyl-1,3,2-dioxaborolan-2-yl)phenyl)morpholine-4-carboxylate